NC=1C=C(C(=C2CCC(C(C12)=O)CCCCO)C)F 8-Amino-6-fluoro-2-(4-hydroxybutyl)-5-methyl-3,4-dihydronaphthalen-1(2H)-one